5-chlorosalicylate ClC1=CC=C(C(C(=O)[O-])=C1)O